FC(C=1C(=C(C=CC1)[C@@H](C)NC1=NC(=NC2=CC3=C(C=C12)N(C(C=C3)=O)C)C)F)F (R)-4-((1-(3-(Difluoromethyl)-2-fluorophenyl)ethyl)amino)-2,6-dimethylpyrido[2,3-g]quinazolin-7(6H)-one